COC(C(C)(N1CC2(COC2)C1)NC=1C(=NC=C(C1)Br)N)=O ((2-amino-5-bromopyridin-3-yl)amino)-2-(2-oxa-6-azaspiro[3.3]Hept-6-yl)propionic acid methyl ester